C(C)(C)(C)OC(=O)N1CC(C1)CN1N=C(C=2C1=NC=NC2N)I 3-((4-amino-3-iodo-1H-pyrazolo[3,4-d]pyrimidin-1-yl)methyl)azetidine-1-carboxylic acid tert-butyl ester